BrC1=CC=C2C(=NC(=NC2=C1)C)NC(C)C1=C(C(=CC=C1)C(F)(F)F)C 7-bromo-2-methyl-4-((1-(2-methyl-3-(trifluoromethyl)phenyl)ethyl)amino)quinazoline